C(CCC)C=C(C(=O)O)C butyl-(methyl)acrylic acid